BrC=1C=NC(=NC1)NC1CCN(CC1)S(=O)(=O)C=1C=C(CN2CCC(CC2)C2=CC=C3C(=NN(C3=C2)C)N2C(NC(CC2)=O)=O)C=CC1 1-(6-(1-(3-((4-((5-bromopyrimidin-2-yl)amino)piperidin-1-yl)sulfonyl)benzyl)-piperidin-4-yl)-1-methyl-1H-indazol-3-yl)dihydropyrimidine-2,4(1H,3H)-dione